(S)-eicosane-1,2-diol C([C@H](CCCCCCCCCCCCCCCCCC)O)O